OC=1C=C2OC3=CC(C=CC3=C(C2=CC1)C1=C(C(=O)O)C=C(C=C1)NC(NCCCCCOC1=CC=C(C=C1)NC(=O)N1CCOC2=C(C1)SC(=C2)C(NO)=O)=S)=O 2-(6-hydroxy-3-oxo-3H-xanthen-9-yl)-5-({[5-(4-{[7-(hydroxycarbamoyl)-2H,3H,4H,5H-thieno[2,3-f][1,4]oxazepine-4-carbonyl]amino}phenoxy)pentyl]carbamothioyl}amino)benzoic acid